((3-(ethoxycarbonyl)-5-methoxy-1,2-dimethyl-1H-indol-4-yl)methyl)-6-methoxy-2-methyl-1,2,3,4-tetrahydroisoquinolin-2-ium iodide [I-].C(C)OC(=O)C1=C(N(C2=CC=C(C(=C12)CC1[NH+](CCC2=CC(=CC=C12)OC)C)OC)C)C